(5S,8R)-N-(4-chloro-2-fluorobenzyl)-5-fluoro-8-hydroxy-5,6,7,8-tetrahydroquinoline-5-carboxamide ClC1=CC(=C(CNC(=O)[C@]2(C=3C=CC=NC3[C@@H](CC2)O)F)C=C1)F